CN1N=C(C2=CC=CC(=C12)N1[C@H](CN(CC1)CC1CCNCC1)C)C1C(NC(CC1)=O)=O 3-(1-methyl-7-((S)-2-methyl-4-(piperidin-4-ylmethyl)piperazin-1-yl)-1H-indazol-3-yl)piperidine-2,6-dione